(3-(3-isobutoxyoxetan-3-yl)phenyl)(5-(4-(trifluoromethyl)phenyl)hexahydropyrrolo[3,4-c]pyrrol-2(1H)-yl)methanone C(C(C)C)OC1(COC1)C=1C=C(C=CC1)C(=O)N1CC2CN(CC2C1)C1=CC=C(C=C1)C(F)(F)F